methyl 2-((1-(2-(3-azabicyclo[3.1.0]hexan-3-yl)-3,6-dimethyl-4-oxo-3,4-dihydroquinazolin-8-yl)ethyl)amino)benzoate C12CN(CC2C1)C1=NC2=C(C=C(C=C2C(N1C)=O)C)C(C)NC1=C(C(=O)OC)C=CC=C1